ClC=1C=C(C=CC1Cl)C=1N(C(=C(C(C1C(=O)O)=O)C=1C=NC=CC1)C)CC 2-(3,4-dichlorophenyl)-1-ethyl-6-methyl-4-oxo-5-(3-pyridinyl)pyridine-3-carboxylic acid